O1C=C(C=C1)COC1=C(C=C(C=C1)S(=O)(=O)NC(C1=C(C=CC=C1)OC=1C=C2C(=NC1)NC=C2)=O)[N+](=O)[O-] N-{[4-(3-furylmethoxy)-3-nitrophenyl]sulfonyl}-2-(1H-pyrrolo[2,3-b]pyridin-5-yloxy)benzamide